C(C)N1N=C(C=CC1=O)N1C(C2(CC1)CCNCC2)=O 2-(1-ethyl-6-oxo-1,6-dihydropyridazin-3-yl)-2,8-diazaspiro[4.5]decan-1-one